[C@@H]12CNC[C@H]2C1OC1=NC(=CC(=C1)N1C(C(C1)C)=O)C1=CC=C(C=C1)F (2-(((1R,5S,6s)-3-azabicyclo[3.1.0]hexan-6-yl)oxy)-6-(4-fluorophenyl)pyridin-4-yl)-3-methylazetidin-2-one